FC=1C=C(C=C(C1)F)[B-](C1=CC(=CC(=C1)F)F)(C1=CC(=CC(=C1)F)F)C1=CC(=CC(=C1)F)F.[Li+] lithium tetrakis(3,5-difluorophenyl)borate